C1(CC1)OC1=CC=2N(N=C1C1CC1)C(=CN2)C2=CN=CC(=N2)N[C@H]2CN(CC[C@@H]2F)C(=O)OC(C)(C)C tert-butyl (3S,4S)-3-((6-(7-cyclopropoxy-6-cyclopropylimidazo[1,2-b]pyridazin-3-yl)pyrazin-2-yl)amino)-4-fluoropiperidine-1-carboxylate